FC1=CC=C(C=C1)C=1OC2=C(C1)C=C(C=C2)CN2[C@@H](CC2)C(=O)N (S)-1-((2-(4-fluorophenyl)benzofuran-5-yl)methyl)azetidine-2-carboxamide